COC1CCC(CC1)C1CN(C1)[C@@H]1[C@H](CCCC1)OC=1C=C2CN(C(C2=CC1)=O)C1C(NC(CC1)=O)=O 3-(5-(((1S,2S)-2-(3-(4-methoxycyclohexyl)azetidin-1-yl)cyclohexyl)oxy)-1-oxoisoindolin-2-yl)piperidine-2,6-dione